C1(CC1)/C=C/B1OC(C(O1)(C)C)(C)C 2-[(E)-2-cyclopropylvinyl]4,4,5,5-tetramethyl-1,3,2-dioxaborolane